3-((4-(3-aminobicyclo[1.1.1]pentan-1-yl)thiazol-2-yl)oxy)cyclobutanecarbonitrile NC12CC(C1)(C2)C=2N=C(SC2)OC2CC(C2)C#N